ClC1=CC=C(C=C1)CC(=O)NC=1C=CC=C2C=CC(=NC12)C 2-(4-chlorophenyl)-N-(2-methylquinolin-8-yl)acetamide